5-hydrazino-2-pyridinecarbonitrile N(N)C=1C=CC(=NC1)C#N